C1(=CC=CC=C1)P(C1=CC=CC=C1)OC(CCC(C)(OC(C1=CC=CC=C1)=O)C)(C)C 2,5-dimethyl-2,5-hexanediol benzoate diphenylphosphinite